(1S,2S)-N-(6-(5-chloro-6-fluoro-7-(((1R,3S)-3-hydroxycyclopentyl)amino)-1H-indazol-4-yl)imidazo[1,2-a]pyrazin-2-yl)-2-fluorocyclopropane-1-carboxamide ClC=1C(=C2C=NNC2=C(C1F)N[C@H]1C[C@H](CC1)O)C=1N=CC=2N(C1)C=C(N2)NC(=O)[C@H]2[C@H](C2)F